Sodium (3R,4S,5S,6R)-1-(3-(heptadecyldimethylammonio)propyl)-4,6-dihydroxy-2,8,9-trioxa-1-silabicyclo[3.3.1]nonane-3-carboxylate C(CCCCCCCCCCCCCCCC)[N+](CCC[Si]12O[C@H]([C@H]([C@H]([C@@H](CO1)O)O2)O)C(=O)[O-])(C)C.[Na]